O[C@]1([C@@H](CCC1)N1CC=CC2=C1N=C(N=C2)NC2CCNCC2)C 8-((1R,2R)-2-Hydroxy-2-methylcyclopentyl)-2-(piperidin-4-ylamino)pyrido[2,3-d]pyrimidine